3-(Methylsulfonyl)-3-azabicyclo[3.1.0]hexan-6-yl(8-amino-7-fluoro-6-(8-methyl-2,3-dihydro-1H-pyrido[2,3-b][1,4]oxazin-7-yl)isoquinolin-3-yl)carbamate CS(=O)(=O)N1CC2C(C2C1)N(C([O-])=O)C=1N=CC2=C(C(=C(C=C2C1)C1=C(C2=C(OCCN2)N=C1)C)F)N